C1(=CC=CC=C1)[SiH](C1=C(C=CC=2C3=CC=CC=C3CC12)C1=CC=CC=C1)C1=C(C=CC=2C3=CC=CC=C3CC12)C1=CC=CC=C1 phenylbis(phenylfluorene-1-yl)silane